Hexafluorocyclohexane FC1C(C(C(C(C1F)F)F)F)F